3-methyl-4-((5-(3-(pyridin-3-yl)phenyl)-1H-pyrazol-3-yl)amino)phenol CC=1C=C(C=CC1NC1=NNC(=C1)C1=CC(=CC=C1)C=1C=NC=CC1)O